5-[(4-ethylpiperazin-1-yl)methyl]-N-[5-(2-{7-oxaspiro[3.5]nonan-2-yloxy}pyrimidin-4-yl)-1,3-thiazol-2-yl]pyrimidin-2-amine C(C)N1CCN(CC1)CC=1C=NC(=NC1)NC=1SC(=CN1)C1=NC(=NC=C1)OC1CC2(C1)CCOCC2